ClC=1C(=CC(=NC1)NC(CO)C)N1C(C2=C(CC1C)N(N=C2)CC2=C(C=CC=C2)F)=O 5-(5-chloro-2-((1-hydroxypropan-2-yl)amino)pyridin-4-yl)-1-(2-fluorobenzyl)-6-methyl-1,5,6,7-tetrahydro-4H-pyrazolo[4,3-c]pyridin-4-one